1-(2-(4-methylpiperazin-1-yl)ethyl)-1H-pyrazole-3,4-dicarboxamide CN1CCN(CC1)CCN1N=C(C(=C1)C(=O)N)C(=O)N